CC(C)CNC(=O)/C=C/C=C/CCCCC1=CC2=C(C=C1)OCO2 The molecule is an alkaloid enamide that is (2E,4E)-N-(2-methylpropyl)nona-2,4-dienamide substituted at position 9 by a 1,3-benzodioxol-5-yl group. Isolated from Piper sarmentosum, it has been found to induce apoptosis in HT-29 cells. It has a role as a metabolite, an apoptosis inducer and a plant metabolite. It is an alkaloid, an enamide, a member of benzodioxoles and a secondary carboxamide. It derives from a 2-methylpropanamine.